2,4,6-trifluoro-N-(isothiazol-4-yl)-N-((2-(trimethylsilyl)ethoxy)methyl)-benzenesulfonamide FC1=C(C(=CC(=C1)F)F)S(=O)(=O)N(COCC[Si](C)(C)C)C=1C=NSC1